(2S,5R)-6-hydroxy-N-((1-methyl-1H-imidazol-4-yl)sulfonyl)-7-oxo-1,6-diazabicyclo[3.2.1]octane-2-carboximidamide ON1[C@@H]2CC[C@H](N(C1=O)C2)C(NS(=O)(=O)C=2N=CN(C2)C)=N